ClC=1C=CC2=C(C1)COC=1N=C(SC12)N(C1CC(NC(C1)(C)C)(C)C)C 7-Chloro-N-methyl-N-(2,2,6,6-tetramethylpiperidin-4-yl)-5H-isochromeno[3,4-d]thiazol-2-amine